C(C)C(CCN)C 3-Ethyl-aminobutan